CC1=C(C(=NOC)C#N)C=CC=C1 2-methyl-alpha-methoxyiminobenzyl cyanide